5-(5-(4-(2-fluoroethyl)piperazin-1-yl)-1H-benzo[d]imidazol-2-yl)-3-methoxybenzene-1,2-diol FCCN1CCN(CC1)C1=CC2=C(NC(=N2)C2=CC(=C(C(=C2)O)O)OC)C=C1